CC(C)(OC(NCC(NCC(NCC)=O)=O)=O)C 2,2-dimethyl-4,7,10-trioxo-3-oxa-5,8,11-triazatridecan